2-chloro-4-nitro-5-(((tetrahydro-2H-pyran-4-yl)methyl)amino)-pyridine 1-oxide ClC1=[N+](C=C(C(=C1)[N+](=O)[O-])NCC1CCOCC1)[O-]